(2RS)-2-[6-[2-(6-amino-3-pyridinyl)ethynyl]-1-oxo-isoindolin-2-yl]-2-(5-chloro-2-methoxy-phenyl)-N-thiazol-2-yl-acetamide NC1=CC=C(C=N1)C#CC1=CC=C2CN(C(C2=C1)=O)[C@@H](C(=O)NC=1SC=CN1)C1=C(C=CC(=C1)Cl)OC |r|